OC(=O)C(F)(F)F.FC=1C(=C2C(=C(NC2=C(C1)C(=O)N)C)C)C=1C=C2CNCC2=CC1 5-Fluoro-4-(isoindolin-5-yl)-2,3-dimethyl-1H-indole-7-carboxamide TFA salt